FC1=CC=CC=2C(=N[C@@H](C(NC21)=O)NC(=O)C2=C(N=C1N2N=C(C=C1)N1[C@H]2CN([C@@H](C1)C2)C)C2=CC=CC=C2)C2=CC=CC=C2 N-[(3S)-9-fluoro-2-oxo-5-phenyl-1,3-dihydro-1,4-benzodiazepine-3-Yl]-6-[(1R,4R)-5-methyl-2,5-diazabicyclo[2.2.1]heptane-2-yl]-2-phenylimidazo[1,2-b]pyridazine-3-carboxamide